C1(CCCC1)N1N=C(C=C1C1=C(C=CC=C1)C(F)(F)F)C(=O)N[C@H](CC(=O)O)CCN1C[C@@](CCC1)(C)F (3S)-3-({1-cyclopentyl-5-[2-(trifluoromethyl)phenyl]-1H-pyrazol-3-yl}formamido)-5-[(3S)-3-fluoro-3-methylpiperidin-1-yl]pentanoic acid